CC(C(C(C(C)O)O)O)O 2,3,4,5-hexanetetrol